FC=1C(=NC=C(C1)F)C(C(=O)OCC)C(=O)OCC diethyl 2-(3,5-difluoro-2-pyridyl)propanedioate